2-bromo-1-methoxy-3-(2-methoxyethoxy)benzene BrC1=C(C=CC=C1OCCOC)OC